CN1N=C(C=C1C)NC1=NC=C(C(=N1)C1=CNC2=C(C=CC=C12)N1C(C2=CC=C(C=C2C1)C1=CC=CC=C1)=O)C 2-(3-(2-((1,5-dimethyl-1H-pyrazol-3-yl)amino)-5-methylpyrimidin-4-yl)-1H-indol-7-yl)-5-phenylisoindolin-1-one